C(C)(C)(C)N1CCC2(CC1)C(NC1=C2N=C(N=C1)C=O)=O tert-butyl-2-formyl-6-oxo-spiro[5H-pyrrolo[3,2-d]pyrimidine-7,4'-piperidine]